OC=1C=CC=2C3(C4=CC=C(C=C4OC2C1)O)OC(C1=CC(=CC=C13)NC=1C(C(C1OCC)=O)=O)=O 3-((3',6'-dihydroxy-3-oxo-3H-spiro[isobenzofuran-1,9'-xanthen]-5-yl)amino)-4-ethoxycyclobut-3-ene-1,2-dione